N-(heptan-4-yl)benzo(D)(1,3)dioxole-5-carboxamide CCCC(CCC)NC(=O)C1=CC2=C(OCO2)C=C1